tert-butyl (3aR,6aS)-3a,6a-difluoro-5-(2-fluoro-6-(2H-1,2,3-triazol-2-yl)benzoyl)hexahydropyrrolo[3,4-c]pyrrole-2(1H)-carboxylate F[C@]12[C@](CN(C1)C(C1=C(C=CC=C1N1N=CC=N1)F)=O)(CN(C2)C(=O)OC(C)(C)C)F